3-(((E)-(9-(3-phenylpropyl)-β-carbolin-3-yl)methylene)hydrazino)indol-2-one C1(=CC=CC=C1)CCCN1C2=CC=CC=C2C=2C=C(N=CC12)\C=N\NC=1C(N=C2C=CC=CC12)=O